C(C(C)(C)C)OC1=NC=CC2=C1OC1=CC=C(C=C1C2=O)[N+](=O)[O-] (Neopentyloxy)-7-Nitro-5H-chromeno[2,3-c]pyridin-5-one